CC=1C=C(C=CC1C(C)C)NC(=O)N1[C@H](CCC1)C(=O)NC=1C=C2C=CC(=CC2=CC1)C(=O)O 6-[(1-{[3-methyl-4-(propan-2-yl)phenyl]carbamoyl}-D-prolyl)amino]naphthalene-2-carboxylic acid